N(=C=O)CCC[Si](Cl)(Cl)Cl isocyanatopropyl-trichlorosilane